C(#C)C1=C(NC2=CC=C(C=C12)F)C(CCC)=O 1-(3-Ethynyl-5-fluoro-1H-indol-2-yl)butan-1-one